2,3,3a,4,5,6,7,7a-octahydroindole-2-carboxylic acid N1C(CC2CCCCC12)C(=O)O